CN1C(C=C(C=C1)N1C(NC2(CC2)C1=O)=O)=O 6-(1-methyl-2-oxo-1,2-dihydropyridin-4-yl)-4,6-diazaspiro[2.4]heptane-5,7-dione